Natrium hypochlorit Methyl-8-bromo-2-((2,4-dimethoxybenzyl)amino)quinoline-4-carboxylate COC(=O)C1=CC(=NC2=C(C=CC=C12)Br)NCC1=C(C=C(C=C1)OC)OC.Cl[O-].[Na+]